FC=1C=C(C(=NC1)C1=NC=CN=C1)C1(CCN(CC1)[C@H]1CC2(CN(C2)C(=O)OCC)CC1)O ethyl (6R)-6-[4-(5-fluoro-2-pyrazin-2-yl-3-pyridyl)-4-hydroxy-1-piperidyl]-2-azaspiro[3.4]octane-2-carboxylate